(R)-3-(1-Acryloylpiperidin-3-yl)-7-amino-1-(4-(2,3-difluorophenoxy)phenyl)-1,5-dihydro-4H-pyrazolo[3,4-d]pyridazin-4-on C(C=C)(=O)N1C[C@@H](CCC1)C1=NN(C=2C(=NNC(C21)=O)N)C2=CC=C(C=C2)OC2=C(C(=CC=C2)F)F